4-(2,3-difluoro-4-(1-(tetrahydro-2H-pyran-2-yl)-1H-pyrazol-4-yl)phenyl)piperidine FC1=C(C=CC(=C1F)C=1C=NN(C1)C1OCCCC1)C1CCNCC1